The molecule is an enal that is prop-2-ene with an oxo group at position 1. It has a role as a toxin, a human xenobiotic metabolite and a herbicide. C=CC=O